N-(2-cyclopropyl-5-(4,4-dimethyl-2-oxopyrrolidin-1-yl)pyridin-3-yl)-6-(1-(2,2,2-trifluoroethyl)-1H-pyrazol-4-yl)picolinamide C1(CC1)C1=NC=C(C=C1NC(C1=NC(=CC=C1)C=1C=NN(C1)CC(F)(F)F)=O)N1C(CC(C1)(C)C)=O